C(C1=CC=CC=C1)OC(=O)N[C@H]1C[C@@H](N(C1)C(=O)OC(C)(C)C)C (2S,4S)-tert-butyl 4-(((benzyloxy)carbonyl)amino)-2-methylpyrrolidine-1-carboxylate